C(C1=CC=CC=C1)(=O)OC[C@H]([C@H]([C@H](C=NOC)OC(C1=CC=CC=C1)=O)F)OS(=O)(=O)C1=CC=C(C=C1)[N+](=O)[O-] (2R,3S,4S)-3-fluoro-5-(methoxyimino)-2-(((4-nitrophenyl)sulfonyl)oxy)pentane-1,4-diyl dibenzoate